C(C)(C)(C)OC(=O)N(CCC(=O)OC)CC(=O)OC methyl 3-(tert-butoxycarbonyl-methoxycarbonylmethyl-amino)-propionate